((S)-1-(((S)-1-cyano-2-((S)-2-oxopyrrolidin-3-yl)ethyl)amino)-1-oxo-4-phenylbutan-2-yl)-4-methoxy-1H-indole-2-carboxamide C(#N)[C@H](C[C@H]1C(NCC1)=O)NC([C@H](CCC1=CC=CC=C1)N1C(=CC2=C(C=CC=C12)OC)C(=O)N)=O